di(terphenylyl)(Phenylindolocarbazolyl)triazine C1(=C(C=CC=C1)C1=C(C(=NN=N1)C1=C2C(=CC=C1C1=CC=CC=C1)N=C1C=CC3=C4C=CC=CC4=NC3=C12)C1=C(C=CC=C1)C=1C(=CC=CC1)C1=CC=CC=C1)C=1C(=CC=CC1)C1=CC=CC=C1